N,N'-bis(4-carboxyl-2-methylphenyl)-1,4-naphthalinedicarboxamide C(=O)(O)C1=CC(=C(C=C1)NC(=O)C1=CC=C(C2=CC=CC=C12)C(=O)NC1=C(C=C(C=C1)C(=O)O)C)C